FC1=C(C=CC(=C1)I)NC1=C(C=2C(=NC=C(C2)OC)N1C)C(=O)Cl 2-((2-fluoro-4-iodophenyl)amino)-5-methoxy-1-methyl-1H-pyrrolo[2,3-b]pyridine-3-carboxylic acid chloride